[(2E,4E)-3-methyl-5-(2,6,6-trimethylcyclohexen-1-yl)penta-2,4-dienyl]-triphenyl-phosphonium C\C(=C/C[P+](C1=CC=CC=C1)(C1=CC=CC=C1)C1=CC=CC=C1)\C=C\C1=C(CCCC1(C)C)C